FN1C2(CC(C3=CC=CC=C13)=O)CCN(CC2)C(=O)NCC2=CC(=C(C=C2)F)C2=CN=CO2 fluoro-N-(4-fluoro-3-(oxazol-5-yl)benzyl)-4'-oxo-3',4'-dihydro-1'h-spiro[piperidine-4,2'-quinoline]-1-carboxamide